1-(2,3-dichlorophenyl)-2,5-dimethyl-6-oxopyrimidin-4-yl trifluoromethanesulfonate FC(S(=O)(=O)OC=1N=C(N(C(C1C)=O)C1=C(C(=CC=C1)Cl)Cl)C)(F)F